C(C)N([C@@H]1COCC=2NC(C=3C=C(C=CC3C21)F)=O)[C@H](C)C2=CC=C(C=C2)OC (S)-1-(Ethyl-((R)-1-(4-methoxyphenyl)ethyl)amino)-8-fluoro-1,5-dihydro-2H-pyrano[3,4-c]isoquinolin-6(4H)-one